(5-methylenehexahydrocyclopropa[b]pyrrolizin-5a(3H)-yl)methanol C=C1CCN2C3C(CC12CO)C3